1-[4-[2-chloro-4-[[3-(2,3-difluoro-4-methoxyphenyl)imidazo[1,2-a]pyrazin-8-yl]amino]benzoyl]piperazin-1-yl]-2-(methylamino)ethanone ClC1=C(C(=O)N2CCN(CC2)C(CNC)=O)C=CC(=C1)NC=1C=2N(C=CN1)C(=CN2)C2=C(C(=C(C=C2)OC)F)F